C(C=1C(O)=CC=CC1)(=O)[O-].C(C=1C(O)=CC=CC1)(=O)[O-].[Cu+2] Copper disalicylate